ClC1=C(C=CC(=C1)F)C#CC(=O)O 3-(2-chloro-4-fluorophenyl)propiolic acid